dibenzoyl-tartaric acid C(C1=CC=CC=C1)(=O)C(C(C(=O)O)(O)C(C1=CC=CC=C1)=O)(O)C(=O)O